NC1=C(C=C(N=N1)C1=C(C(=CC=C1)F)O)C1=NC=CC(=C1)[C@@H]1C(CNCC1)(F)F 2-[6-amino-5-[4-[(4R)-3,3-difluoro-4-piperidyl]-2-pyridyl]pyridazin-3-yl]-6-fluoro-phenol